FC=1N=C(N2N=C(C=C(C21)C2=CC=NN2C)N2[C@@H](COCC2)C)C2=CC=NN2 (R)-4-(5-fluoro-4-(1-methyl-1H-pyrazol-5-yl)-7-(1H-pyrazol-5-yl)imidazo[1,5-b]pyridazin-2-yl)-3-methylmorpholine